1-(benzyloxy)-19-((triisopropylsilyl)oxy)nonadecan-9-ol C(C1=CC=CC=C1)OCCCCCCCCC(CCCCCCCCCCO[Si](C(C)C)(C(C)C)C(C)C)O